C(C)(C)[Si](OCCCC#CC1=CC=CC=N1)(C(C)C)C(C)C 6-(5-((triisopropylsilyl)oxy)pent-1-yn-1-yl)pyridin